CN(CCOC(=O)O[C@H](C(=O)OCCCCCCCOC(CCCCCCCC)=O)CC(=O)OCCCCCCCOC(CCCCCCCC)=O)C Bis(7-(nonanoyloxy)heptyl) (S)-2-(((2-(dimethylamino)ethoxy)carbonyl)oxy)succinate